C(C)(C)(C)OC(=O)N1C[C@@H](NCC1)CC(C)O (3S)-3-(2-hydroxypropyl)piperazine-1-carboxylic acid tert-butyl ester